2-(4-Amidinophenyl)-6-indolecarbamidine dihydrochloride Cl.Cl.C(N)(=N)C1=CC=C(C=C1)C=1NC2=CC(=CC=C2C1)C(=N)N